ClC=1C(=NC(=NC1)N[C@H]1[C@@H](COCC1)O)C1=C2OC[C@H](N3C(=NC(C(=C1)F)=C32)C)C (3S,4R)-4-((5-chloro-4-((R)-8-fluoro-2,3-dimethyl-3,4-dihydro-5-oxa-1,2a-diazaacenaphthylen-6-yl)pyrimidin-2-yl)amino)tetrahydro-2H-pyran-3-ol